3-((6-fluorohexyl)oxy)-4-(1-(methyl-d3)-1,2,5,6-tetrahydropyridin-3-yl)-1,2,5-thiadiazole FCCCCCCOC1=NSN=C1C=1CN(CCC1)C([2H])([2H])[2H]